CC1=CC=C(CNC2=CC(C2=O)=O)C=C1 4-((4-methylbenzyl)amino)cyclobut-3-ene-1,2-dione